C1=CC(=CC=C1N=NC2=CC(=C(C=C2)N=NC3=C(C=C4C=C(C=CC4=C3O)NC(=O)NC5=CC6=CC(=C(C(=C6C=C5)O)N=NC7=C(C=C(C=C7)N=NC8=CC=C(C=C8)S(=O)(=O)O)S(=O)(=O)O)S(=O)(=O)O)S(=O)(=O)O)S(=O)(=O)O)S(=O)(=O)O The molecule is a naphthalenesulfonic acid that is the free acid form of the dye Sirius red F3B. The hexasodium salt is a histological dye used principally in staining methods for collagen and amyloid. It has a role as a fluorochrome and a histological dye. It is a member of ureas, a member of naphthols, a naphthalenesulfonic acid and a member of azobenzenes. It is a conjugate acid of a Sirius red F3B(6-).